bismuth-lanthanum germanium silicate [Si]([O-])([O-])([O-])[O-].[Ge+2].[La+3].[Bi+3].[Si]([O-])([O-])([O-])[O-]